C1C(CC12CCC1(OCCO1)CC2)O 8,11-Dioxadispiro[3.2.47.24]tridecan-2-ol